benzyl N-[(1S)-2-[[(1S)-2-amino-2-oxo-1-[[(3S)-2-oxo-3-piperidyl]methyl]ethyl]amino]-1-(cyclopropylmethyl)-2-oxo-ethyl]carbamate NC([C@H](C[C@H]1C(NCCC1)=O)NC([C@H](CC1CC1)NC(OCC1=CC=CC=C1)=O)=O)=O